BrC=1C=C2C(=NN(C(C2=CC1)=O)CC1=CC=C(C=C1)OC)OC(F)F 6-bromo-4-(difluoromethoxy)-2-(4-methoxybenzyl)phthalazin-1(2H)-one